C1=CC=CC=2C3=CC=CC=C3N(C12)C1=CC=C(C=C1)N(C1=C(OC=C1)C1=C2C(=CC=C1)C=C1C=CC=CC1=C2)C2=CC=CC=C2 N-(4-(9H-carbazole-9-yl)phenyl)-N-phenylnaphtho[2,3-b]phenyl-furan-3-amine